monocosyl-phosphoric acid C(CCCCCCCCCCCCCCCCCCC)OP(O)(O)=O